ClC1=NN2C(N=CC(=C2[C@H](C)OC)NC2=CC=C(C=C2)[C@@H](C(F)(F)F)N(C(=O)C2CCC(CC2)NC([O-])=O)C)=N1 N-(4-{[(1S)-1-[4-({2-chloro-7-[(1S)-1-methoxyethyl]-[1,2,4]triazolo[1,5-a]pyrimidin-6-yl}amino)phenyl]-2,2,2-trifluoroethyl](methyl)carbamoyl}cyclohexyl)carbamate